(Z)-1-(4-trifluoromethylbenzyl)-3-((3,5-dimethyl-1H-pyrrol-2-yl)methylene)-5-amino-2-indolone FC(C1=CC=C(CN2C(\C(\C3=CC(=CC=C23)N)=C/C=2NC(=CC2C)C)=O)C=C1)(F)F